C12(CC3CC(CC(C1)C3)C2)CCN2CC(N(C(C2)C)CCCSC2=C3C(N(C(=NC3=CC=C2)C)C2C(NC(CC2)=O)=O)=O)C 3-(5-((3-(4-(2-((3r,5r,7r)-adamantan-1-yl)ethyl)-2,6-dimethylpiperazin-1-yl)propyl)thio)-2-methyl-4-oxoquinazolin-3(4H)-yl)piperidine-2,6-dione